[K+].O[C@H](CC(=O)[O-])C(=O)[O-].[K+] R-3-hydroxysuccinic acid potassium salt